3-(4-(hydroxymethyl)phenyl)-1-propylpyridin-2(1H)-one OCC1=CC=C(C=C1)C=1C(N(C=CC1)CCC)=O